3-(hydroxymethyl)oxetan-3-yl-(methyl)amine OCC1(COC1)NC